(2-(dimethylamino)ethoxy)pyrimidin-2-amine CN(CCOC1=NC(=NC=C1)N)C